2-(Hydroxyamino)-6-iodo-3-phenyl-4(3H)-quinazolinone ONC1=NC2=CC=C(C=C2C(N1C1=CC=CC=C1)=O)I